alpha-tetrahydronaphthylketone C1(CCCC2=CC=CC=C12)C(=O)C1CCCC2=CC=CC=C12